O1[C@H](COCC1)CNC1=C(C=C(C=C1[N+](=O)[O-])Br)F (S)-N-((1,4-dioxan-2-yl)methyl)-4-bromo-2-fluoro-6-nitroaniline